CN([C@@H](C(=O)NC=1C=C2C(=NC=NC2=CC1OC)C=1C(=NN(C1)C)C1=CC=CC=C1)C)C (R)-2-(dimethylamino)-N-(7-methoxy-4-(1-methyl-3-phenyl-1H-pyrazol-4-yl)quinazolin-6-yl)propanamide